COC=1C=C(CCC(C(=O)N)(CN2C(NC(C(=C2)F)=O)=O)C2=CC=CC=C2)C=C(C1OC)OC 3,4,5-trimethoxyphenethyl(phenyl)-3-(5-fluoro-2,4-dioxo-3,4-dihydropyrimidin-1(2H)-yl)propanamide